C(C)OC(=O)C1=C(N=C(S1)C1=C(C=CC=C1F)F)O 2-(2,6-difluorophenyl)-4-hydroxythiazole-5-carboxylic acid ethyl ester